C(C)(C)(C)C1=NOC(=N1)C(=O)NCC1=C(C(=C(C=C1)C1=CC(=NC=C1)NC(=O)C1CC1)F)Cl 3-(tert-butyl)-N-(2-chloro-4-(2-(cyclopropanecarboxamido)pyridin-4-yl)-3-fluorobenzyl)-1,2,4-oxadiazole-5-carboxamide